C1(CCCCC1)P(C=1[C-](C=CC1)C(C)P(C(C)(C)C)C(C)(C)C)C1CCCCC1.[CH-]1C=CC=C1.[Fe+2] (-)-1-[(S)-2-(dicyclohexylphosphino)ferrocenyl]Ethyl-di-tert-butylphosphine